FC1=CC=C(C=C1)C1=CC=C(C=C1)NC(C[C@H]1C[C@H](N(C1)C=1C2=C(N=C(N1)C)C1=C(O2)C=CC=C1)C(=O)O)=O (2S,4R)-4-(2-((4'-fluoro-[1,1'-biphenyl]-4-yl)amino)-2-oxoethyl)-1-(2-methylbenzofuro[3,2-d]pyrimidin-4-yl)pyrrolidine-2-carboxylic acid